n-propyl-silanetriol C(CC)[Si](O)(O)O